C(C1=CC=CC=C1)OCCN1C(C2=C(C=C1)N(C=C2NC2=CC(=NC=C2C(=O)NC([2H])([2H])[2H])Cl)C)=O 4-((5-(2-(Benzyloxy)ethyl)-1-methyl-4-oxo-4,5-dihydro-1H-pyrrolo[3,2-c]pyridin-3-yl)amino)-6-chloro-N-(methyl-d3)nicotinamide